OC1CCCCN1 6-hydroxypiperidine